C[C@H]1N(CC(NC1)C1=CC=C(C=C1)C)C(=O)C1(CC1)C(F)(F)F ((2R)-2-methyl-5-(p-tolyl)piperazin-1-yl)(1-(trifluoromethyl)cyclopropyl)methanone